2-[3-(3-chlorophenyl)-1-[2-[[1-[2-(4-morpholino-1-piperidyl)-2-oxoethyl]pyrazol-4-yl]amino]-[1,2,4]triazolo[1,5-a]pyridin-8-yl]azetidin-3-yl]acetonitrile ClC=1C=C(C=CC1)C1(CN(C1)C=1C=2N(C=CC1)N=C(N2)NC=2C=NN(C2)CC(=O)N2CCC(CC2)N2CCOCC2)CC#N